5-(4-([2-(4-propoxyphenyl)phenyl]amino)phenyl)-1,3,4-thiadiazol-2-amine C(CC)OC1=CC=C(C=C1)C1=C(C=CC=C1)NC1=CC=C(C=C1)C1=NN=C(S1)N